6-[5-[2-[[4-methyl-3-[[(2R)-azetidin-2-yl]methoxy]-6,7-dihydro-5H-cyclopenta[c]pyridin-6-yl]methylamino]ethyl]-2-oxo-1,3-oxazolidin-3-yl]-4H-pyrido[3,2-b][1,4]oxazin-3-one CC=1C2=C(C=NC1OC[C@@H]1NCC1)CC(C2)CNCCC2CN(C(O2)=O)C=2C=CC=1OCC(NC1N2)=O